BrC1=CC(=C(C=C1)C(F)(F)F)C#CC1CC1 4-bromo-2-(cyclopropylethynyl)-1-(trifluoromethyl)benzene